N1(C[C@]2(CCC1)OCC=1C=NC=CC12)CC1=C(N=C(S1)NC(C)=O)F (R)-N-(5-((3H-spiro[furo[3,4-c]pyridin-1,3'-piperidin]-1'-yl)methyl)-4-fluorothiazol-2-yl)acetamide